1-(benzo[c][1,2,5]thiadiazol-4-ylsulfonyl)-N-(benzo[d]thiazol-5-yl)-4-fluoropiperidine-4-carboxamide N=1SN=C2C1C=CC=C2S(=O)(=O)N2CCC(CC2)(C(=O)NC=2C=CC1=C(N=CS1)C2)F